Oxaborinine O1BC=CC=C1